FC1=CC=C(C=C1)C(=O)N1C(C=2N(CC1)C(=NN2)C2=NC(=NS2)C)CCO (4-fluorophenyl)(8-(2-hydroxyethyl)-3-(3-methyl-1,2,4-thiadiazol-5-yl)-5,6-dihydro-[1,2,4]triazolo[4,3-a]pyrazin-7(8H)-yl)methanone